1,3,5-cyclohexanetricarboxylic chloride C1(CC(CC(C1)C(=O)Cl)C(=O)Cl)C(=O)Cl